2-chloro-4-fluoro-5-(5-tert-butyl-2-oxo-1,3,4-oxadiazol-3(2H)-yl)benzaldehyde ClC1=C(C=O)C=C(C(=C1)F)N1C(OC(=N1)C(C)(C)C)=O